tert-butyl 5-[(1-benzyloxycarbonyl-4-piperidyl)-methyl-amino]-1-methyl-3,4-dihydro-1H-isoquinoline-2-carboxylate C(C1=CC=CC=C1)OC(=O)N1CCC(CC1)N(C1=C2CCN(C(C2=CC=C1)C)C(=O)OC(C)(C)C)C